C1(=CC=CC=C1)SC1=NN=C2N1C(=CC(N2)=O)CCC 3-(phenylsulfanyl)-5-propyl-[1,2,4]triazolo[4,3-a]pyrimidin-7(8H)-one